4-((14S,17S)-1-Azido-14-isopropyl-17-methyl-12,15-dioxo-3,6,9-trioxa-13,16-diazaoctadecan-18-amido)benzyl dihydrogen phosphate P(=O)(OCC1=CC=C(C=C1)NC([C@@H](NC([C@@H](NC(CCOCCOCCOCCN=[N+]=[N-])=O)C(C)C)=O)C)=O)(O)O